PROPYL LEVULINATE C(CCC(=O)C)(=O)OCCC